N1C=NC=C1CN1CCC(CC1)C=1C=C2C(=C(NC2=CC1)C1=C(C=NC(=C1)C)N)C(C)C 4-(5-(1-((1H-imidazol-5-yl)methyl)piperidin-4-yl)-3-isopropyl-1H-indol-2-yl)-6-methylpyridin-3-amine